COC(C[C@H]1O[C@@H]([C@H](C(C1)=C)O[Si](C)(C)C(C)(C)C)C=C)=O 2-((2s,5s,6r)-5-(tert-butyldimethylsilyloxy)-4-methylene-6-vinyltetrahydro-2H-pyran-2-yl)acetic acid methyl ester